4-{[(3R)-3-aminopiperidin-1-yl]methyl}-N-{1-[7-(morpholin-4-yl)-[1,3]thiazolo[5,4-d]pyrimidin-2-yl]piperidin-4-yl}pyridine-2-carboxamide N[C@H]1CN(CCC1)CC1=CC(=NC=C1)C(=O)NC1CCN(CC1)C=1SC=2N=CN=C(C2N1)N1CCOCC1